ClC1=C(C#N)C=C(C(=C1)N1C(CCCC1)COCCO)[N+](=O)[O-] 2-chloro-4-(2-((2-hydroxyethoxy)methyl)piperidin-1-yl)-5-nitrobenzonitrile